tris[dibenzylideneacetone] dipalladium [Pd].[Pd].C(C1=CC=CC=C1)=CC(=O)C=CC1=CC=CC=C1.C(C1=CC=CC=C1)=CC(=O)C=CC1=CC=CC=C1.C(C1=CC=CC=C1)=CC(=O)C=CC1=CC=CC=C1